5-chloro-2-methoxyphenylboric acid ClC=1C=CC(=C(C1)OB(O)O)OC